tributyl-(4-hexylphenyl)stannane C(CCC)[Sn](C1=CC=C(C=C1)CCCCCC)(CCCC)CCCC